(Z)-2-(5-fluoro-1-(4-((4-fluorophenoxy)methyl)-2-methoxybenzylidene)-2-methyl-1H-inden-3-yl)acetic acid FC=1C=C2C(=C(/C(/C2=CC1)=C/C1=C(C=C(C=C1)COC1=CC=C(C=C1)F)OC)C)CC(=O)O